5-(fmoc-amino)-1-pentanol C(=O)(OCC1C2=CC=CC=C2C2=CC=CC=C12)NCCCCCO